tert-butyl (2R,5R)-2-methyl-4-(4-methyl-5-oxo-2-(tetrahydro-2H-pyran-2-yl)-4,5-dihydro-2H-pyrazolo[4,3-b]pyridin-7-yl)-5-(((methylsulfonyl)oxy)methyl)piperazine-1-carboxylate C[C@H]1N(C[C@@H](N(C1)C=1C=2C(N(C(C1)=O)C)=CN(N2)C2OCCCC2)COS(=O)(=O)C)C(=O)OC(C)(C)C